ClC1=CC=2C3=C(C(=NC2C(=C1C1=CC=CC2=CC=CC(=C12)C#N)F)O[C@@H](C)[C@H]1N(CCC1)C)N=CN3[C@@H]3C[C@H](N(CC3)C(=O)N)CC#N (2S,4S)-4-(8-chloro-7-(8-cyanonaphthalen-1-yl)-6-fluoro-4-((S)-1-((S)-1-methylpyrrolidin-2-yl)ethoxy)-1H-imidazo[4,5-c]quinolin-1-yl)-2-(cyanomethyl)piperidine-1-carboxamide